C(C)N(S(=O)(=O)C(F)(F)F)CC N,N-diethyl-Trifluoromethanesulfonamide